BrC1=NN(C(=N1)C#N)COCC[Si](C)(C)C 3-bromo-1-((2-(trimethylsilyl)ethoxy)methyl)-1H-1,2,4-triazole-5-carbonitrile